N-(4-(bicyclo[3.1.0]hexan-3-yloxy)-3,5-difluorophenyl)-3-ethyl-6-(3-methoxy-3-methylazetidin-1-yl)pyrazine-2-carboxamide C12CC(CC2C1)OC1=C(C=C(C=C1F)NC(=O)C1=NC(=CN=C1CC)N1CC(C1)(C)OC)F